5-((4,6-Difluoro-1-((2-(trimethylsilyl)ethoxy)methyl)-1H-indol-5-yl)oxy)-2-hydroxybenzonitrile FC1=C2C=CN(C2=CC(=C1OC=1C=CC(=C(C#N)C1)O)F)COCC[Si](C)(C)C